tert-butyl 4-(7-amino-8-nitro-4-oxo-4H-chromen-2-yl)piperidine-1-carboxylate NC1=CC=C2C(C=C(OC2=C1[N+](=O)[O-])C1CCN(CC1)C(=O)OC(C)(C)C)=O